NC1=NC=CC(=N1)C=1C2=C(C(=NC1)NCC=1C=C(C(=O)NC3=NC=C(C=C3)N3[C@@H](CN[C@H](C3)C)C)C=CC1)CCO2 3-(((7-(2-Aminopyrimidin-4-yl)-2,3-dihydrofuro[3,2-c]pyridin-4-yl)amino)methyl)-N-(5-((2R,5S)-2,5-dimethylpiperazin-1-yl)pyridin-2-yl)benzamide